P(=O)(OCN1N=CC(=C(C1=O)Cl)N1CC=2N(CC1)C(=CN2)C(C2=C(C=C(C=C2)F)C(F)(F)F)=O)(O)O (5-chloro-4-(3-(4-fluoro-2-(trifluoromethyl)benzoyl)-5,6-dihydroimidazo[1,2-a]pyrazin-7(8H)-yl)-6-oxopyridazin-1(6H)-yl)methyl dihydrogen phosphate